[N+](=O)([O-])C1=CC=C(C=C1)OC(=O)N1CCC2=CC(=C(C=C12)F)Br 4-nitrophenyl-5-bromo-6-fluoroindoline-1-carboxylate